C(C)(C)OC1=C(C#N)C=CC(=C1)OC1=NC=C(C=C1)N1C(NC2=C1C=CC=C2)=O 2-isopropoxy-4-[[5-(2-oxo-3H-benzimidazol-1-yl)-2-pyridinyl]oxy]benzonitrile